p-trifluoromethylphenyl sulfoxide FC(C1=CC=C(C=C1)S(=O)C1=CC=C(C=C1)C(F)(F)F)(F)F